N-[(1r,3r)-3-(4-cyano-3,5-dimethylphenoxy)-2,2,4,4-tetramethylcyclobutyl]pyrazine-2-carboxamide C(#N)C1=C(C=C(OC2C(C(C2(C)C)NC(=O)C2=NC=CN=C2)(C)C)C=C1C)C